4-(3-(2-(hydroxylethylamino)propylamino)phenyl)-6-methylpyrimidin OCCNC(CNC=1C=C(C=CC1)C1=NC=NC(=C1)C)C